[(6,6'-di(thianthren-1-yl)[1,1'-binaphthalene]-2,2'-diyl)bis{oxy[3-(thianthren-1-yl)naphthalene-4,1-diyl]}]dimethanol C1(=CC=CC=2SC3=CC=CC=C3SC12)C=1C=C2C=CC(=C(C2=CC1)C1=C(C=CC2=CC(=CC=C12)C1=CC=CC=2SC3=CC=CC=C3SC12)OC1=C(C=C(C2=CC=CC=C12)CO)C1=CC=CC=2SC3=CC=CC=C3SC12)OC1=C(C=C(C2=CC=CC=C12)CO)C1=CC=CC=2SC3=CC=CC=C3SC12